tert-butyl N-[5-[1-[(4-methoxyphenyl)methyl]-3,5-dimethyl-pyrazol-4-yl]-2-pyridyl]carbamate COC1=CC=C(C=C1)CN1N=C(C(=C1C)C=1C=CC(=NC1)NC(OC(C)(C)C)=O)C